2-([1,4]Dioxan-2-ylmethoxy)-9-(6-trifluoromethyl-pyridin-3-yl)-6,7-dihydro-pyrimido[6,1-a]isoquinolin-4-one O1C(COCC1)COC1=NC(N2C(C3=CC=C(C=C3CC2)C=2C=NC(=CC2)C(F)(F)F)=C1)=O